N-(cis-4-(2-(4-(2,3-dichlorophenyl)piperazin-1-yl)ethyl)-4-fluorocyclohexyl)azetidine-1-carboxamide ClC1=C(C=CC=C1Cl)N1CCN(CC1)CCC1(CCC(CC1)NC(=O)N1CCC1)F